(S)-(2-(methylthio)thiazolo[5,4-c]pyridin-6-yl)(2-phenethyl-4-((trifluoromethyl)sulfonyl)-2,3,4,5-tetrahydro-1H-benzo[e][1,4]diazepin-1-yl)methanone CSC=1SC=2C=NC(=CC2N1)C(=O)N1[C@H](CN(CC2=C1C=CC=C2)S(=O)(=O)C(F)(F)F)CCC2=CC=CC=C2